C(#N)C1=C(C=C(C=C1)NC(=O)NC=1C=CC2=C(S(C=C2)(=O)=O)C1)CC 1-(4-cyano-3-ethylphenyl)-3-(1,1-dioxidobenzo[b]thiophen-6-yl)urea